C(#N)C=1C=CC(=C2C=CC=NC12)N1C[C@@]2(C[C@@]2(C1)C(F)(F)F)C(=O)NNC(=O)C1CCN(CC1)C1CC1 (1S,5R)-3-(8-cyanoquinolin-5-yl)-N'-(1-cyclopropylpiperidine-4-carbonyl)-5-(trifluoromethyl)-3-azabicyclo[3.1.0]hexane-1-carbohydrazide